N-(3,3-difluorocyclobutyl)-6-fluoro-5-(4-((5-fluoro-2-methyl-3-oxo-3,4-dihydroquinoxaline-6-yl)methyl)piperazin-1-yl)pyridinamide FC1(CC(C1)NC(=O)C1=NC(=C(C=C1)N1CCN(CC1)CC=1C(=C2NC(C(=NC2=CC1)C)=O)F)F)F